N-(o-tolyl)acrylamide C1(=C(C=CC=C1)NC(C=C)=O)C